(1R,3s,5S)-3-hydroxy-1,5-dimethyl-8-azabicyclo[3.2.1]octane-8-carboxylate OC1C[C@]2(CC[C@@](C1)(N2C(=O)[O-])C)C